CC(C)(OC(NCCOCCOCCCS(=O)(=O)OCC=1C=CC2=C(N=C(O2)NC=2OC3=C(N2)C=CC(=C3)F)C1)=O)C (2-((6-fluorobenzo[d]oxazol-2-yl)amino)benzo[d]oxazol-5-yl)methanol 2,2-Dimethyl-4-oxo-3,8,11-trioxa-5-azatridecane-13-yl-methanesulfonate